C(CCCCCCCCCCC)(=O)[O-].[Cu+2].C(CCCCCCCCCCC)(=O)[O-] copper (II) laurate